CON(C(=O)[C@@H]1CC[C@H](CC1)NC(OC(C)(C)C)=O)C tert-butyl (trans-4-[methoxy(methyl)carbamoyl]cyclohexyl)carbamate